(3S)-3-({1-cyclopentyl-5-[2-(trifluoromethyl)phenyl]-1H-1,2,4-triazol-3-yl}formamido)-5-(3,3-difluoropiperidin-1-yl)pentanoic acid C1(CCCC1)N1N=C(N=C1C1=C(C=CC=C1)C(F)(F)F)C(=O)N[C@H](CC(=O)O)CCN1CC(CCC1)(F)F